5-(4-methyl-4-(methylthio)piperidin-1-yl)-7-(N-(1-methylcyclopropyl)sulfamoyl)quinolin CC1(CCN(CC1)C1=C2C=CC=NC2=CC(=C1)S(NC1(CC1)C)(=O)=O)SC